FC=1C=C(C=CC1C1=CC(=CC=C1)O)CN1CCN(CC1)C1=CC=C(N=N1)C(=O)NS(=O)(=O)CCC(F)(F)F 6-[4-[[3-Fluoro-4-(3-hydroxyphenyl)phenyl]methyl]piperazin-1-yl]-N-(3,3,3-trifluoropropylsulfonyl)pyridazine-3-carboxamide